[2,3'-bipyridine]-6-carboxylic acid methyl ester COC(=O)C1=CC=CC(=N1)C=1C=NC=CC1